O1C(C(C(C(C1)CC(=O)O)CC(=O)O)CC(=O)O)CC(=O)O tetrahydro-2H-pyran-2,3,4,5-tetraacetic acid